CC1SCCN(C1C)S(=O)(=O)C1=CC=C(C=C1)NC(C1=CC(=C(C=C1)OC)I)=O N-(4-((2,3-dimethylthiomorpholino)sulfonyl)phenyl)-3-iodo-4-methoxybenzamide